2-chloro-4-[4-(4,4,5,5-tetramethyl-1,3,2-dioxaborolan-2-yl)-3,6-dihydro-2H-pyran-6-yl]pyridine ClC1=NC=CC(=C1)C1C=C(CCO1)B1OC(C(O1)(C)C)(C)C